5-(2,5-dihydrofuran-3-yl)-2-(5-(((1S,2S,3R,5R)-2-fluoro-8-azabicyclo[3.2.1]octan-3-yl)(methyl)amino)pyrazin-2-yl)phenol O1CC(=CC1)C=1C=CC(=C(C1)O)C1=NC=C(N=C1)N(C)[C@H]1[C@H]([C@@H]2CC[C@H](C1)N2)F